Racemic-1-(1-(6-chloro-1-oxo-1,2-dihydroisoquinolin-4-yl)ethyl)-3-(3-chloro-4-fluorophenyl)-1-methylurea ClC=1C=C2C(=CNC(C2=CC1)=O)[C@@H](C)N(C(=O)NC1=CC(=C(C=C1)F)Cl)C |r|